(3,4-epoxycyclohexyl)ethyl-diethoxyethyl-silane C1(CC2C(CC1)O2)CC[SiH2]CC(OCC)OCC